ClC=1N=CC(=NC1)N[C@@H]1C[C@H](CC1)NC1=CC=C(C=N1)N1C(C=CC(=C1)C(=O)O)=O 6'-(((1S,3S)-3-((5-Chloropyrazin-2-yl)amino)cyclopentyl)amino)-2-oxo-2H-[1,3'-bipyridine]-5-carboxylic acid